sulfur quinoline N1=CC=CC2=CC=CC=C12.[S]